3-bromo-5-chloro-2-methoxy-7-methyl-1,8-naphthyridine BrC=1C(=NC2=NC(=CC(=C2C1)Cl)C)OC